6-fluoro-3-{1-[4-((S)-3-fluoro-pyrrolidine-1-carbonyl)-phenyl]-1H-[1,2,3]triazol-4-yl}-1H-quinolin-2-one FC=1C=C2C=C(C(NC2=CC1)=O)C=1N=NN(C1)C1=CC=C(C=C1)C(=O)N1C[C@H](CC1)F